pyrroleOne N=1C(C=CC1)=O